FC(C1=C2C(=NC=C1)C=C(S2)C(=O)OC)F methyl 7-(difluoromethyl)thieno[3,2-b]pyridine-2-carboxylate